2-[(1S)-6,7-dichloro-2-(2-hydroxyacetyl)-8-methoxy-1-methyl-1H,2H,3H-pyrrolo[3,4-c]quinolin-4-yl]cyclopropane-1-carboxylic acid ClC1=C(C(=CC=2C3=C(C(=NC12)C1C(C1)C(=O)O)CN([C@H]3C)C(CO)=O)OC)Cl